C[SiH2]N 1-methylsilanamine